C(C)OC(CCC(=O)C1=NC(=CC(=C1O)C#N)C1=C(C=CC(=C1)F)C)=O 4-[4-cyano-6-(5-fluoro-2-methyl-phenyl)-3-hydroxy-pyridin-2-yl]-4-oxo-butyric acid ethyl ester